(S)-N-(1'-(4-(((2-(2,6-dioxopiperidin-3-yl)-1-oxoisoindolin-4-yl)oxy)methyl)benzyl)-[1,4'-bipiperidinyl]-4-yl)-2-(1H-imidazol-1-yl)pyrimidine-4-carboxamide O=C1NC(CC[C@@H]1N1C(C2=CC=CC(=C2C1)OCC1=CC=C(CN2CCC(CC2)N2CCC(CC2)NC(=O)C2=NC(=NC=C2)N2C=NC=C2)C=C1)=O)=O